CN1C(C2=C(C(=C1)C1=C(OC3=CC=C(C=C3)CCC3CCN(CC3)C(=O)OC(C)(C)C)C=CC(=C1)CS(=O)(=O)C)C=CN2S(=O)(=O)C2=CC=C(C=C2)C)=O tert-butyl 4-[2-[4-[2-[6-methyl-7-oxo-1-(p-tolylsulfonyl)pyrrolo[2,3-c]pyridin-4-yl]-4-(methylsulfonylmethyl)phenoxy]phenyl]ethyl]piperidine-1-carboxylate